C(C)(C)(C)OC(=O)N1CCCC2=CC=C(N=C12)CCCC=O.ClC=1C=C(C=CC1)CCN1C[C@H]([C@@H](CC1)OC)COC1=CC=C(C=C1)S(=O)(=O)C |r| rac-trans-1-(3-chlorophenyl-ethyl)-4-methoxy-3-((4-(methylsulfonyl)phenoxy)methyl)piperidine tert-butyl-7-(4-oxobutyl)-3,4-dihydro-1,8-naphthyridine-1(2H)-carboxylate